methyl 2-propyl-5-(4,4,5,5-tetramethyl-1,3,2-dioxaborolan-2-yl)-2H-indazole-4-carboxylate C(CC)N1N=C2C=CC(=C(C2=C1)C(=O)OC)B1OC(C(O1)(C)C)(C)C